C(CC1=CC=CC=C1)[C@@H]1N=C(OC1)C1=NC(=CC=C1)C=1OC[C@@H](N1)CCC1=CC=CC=C1 2,6-bis((S)-4-phenethyl-4,5-dihydro-oxazol-2-yl)pyridine